OC1=CC=C2C(C=C(OC2=C1C1=CC=NN1C)C1=CC=CC=C1)=O 7-hydroxy-8-(1-methyl-1H-pyrazol-5-yl)-2-phenyl-4H-chromen-4-one